(6S)-6-methoxy-5H,6H,7H-pyrazolo[3,2-b][1,3]oxazine-3-sulfonyl chloride CO[C@H]1CN2C(OC1)=C(C=N2)S(=O)(=O)Cl